(2S,5S)-5-((S)-2-Acetylamino-3-hydroxy-propionylamino)-4-oxo-1,2,4,5,6,7-hexahydro-azepino[3,2,1-hi]indole-2-carboxylic acid (1H-[1,2,3]triazol-4-ylmethyl)-amide N1N=NC(=C1)CNC(=O)[C@H]1N2C3=C(C=CC=C3C1)CC[C@@H](C2=O)NC([C@H](CO)NC(C)=O)=O